S(C#N)CCC[Si](OCC)(OCC)OCC 3-thiocyanato-propyltriethoxysilane